(N-PHENYLAMINO)PROPYLTRIMETHOXYSILANE C1(=CC=CC=C1)NCCC[Si](OC)(OC)OC